C1(=CC=C(C=C1)C=1C(=NC2=CC=CC=C2N1)C=1C=C(C=CC1)C1=CC(=CC=C1)C1=CC=CC=2C1=CC=C1C=CC=NC21)C2=CC=CC=C2 7-(3'-(3-([1,1'-biphenyl]-4-yl)quinoxalin-2-yl)-[1,1'-biphenyl]-3-yl)benzo[h]quinoline